N1(CCC1)S(=O)(=O)Cl azetidine-1-sulfonyl chloride